CC=1C=NN(C1)C1=CC=C(CNC2=NC=CN=C2)C=C1 N-(4-(4-methyl-1H-pyrazol-1-yl)benzyl)pyrazin-2-amine